4-[(7-ethyl-7-hydroxy-5,6-dihydrocyclopenta[b]pyridin-2-yl)amino]-2-[3-(methoxymethyl)-4-(1-methyl-4-piperidyl)anilino]pyrimidine-5-carbonitrile C(C)C1(CCC=2C1=NC(=CC2)NC2=NC(=NC=C2C#N)NC2=CC(=C(C=C2)C2CCN(CC2)C)COC)O